dysprosium oxide, dysprosium salt [Dy+3].[O-2].[Dy+3].[O-2].[O-2]